2-chloro-3,5,6-trimethyl-pyrazine ClC1=NC(=C(N=C1C)C)C